1-[(3R)-3-[4-(3-Chloro-2-fluoro-anilino)quinazolin-6-yl]-3-fluoro-pyrrolidin-1-yl]prop-2-en-1-one ClC=1C(=C(NC2=NC=NC3=CC=C(C=C23)[C@]2(CN(CC2)C(C=C)=O)F)C=CC1)F